3'-methyl-2'-oxo-2',1'-dihydrospiro[cyclopropane-1,1'-pyrrolo[2,3-c]quinolin] CN1C(C2(C3=C1C=NC=1C=CC=CC31)CC2)=O